7-amino-N-{2-[4-amino-3-(fluoromethyl)-3-methylpyrrolidin-1-yl]-5,6,7,8-tetrahydroquinolin-6-yl}-3-methylthieno[2,3-b]pyrazine-6-carboxamide NC1=C(SC2=NC(=CN=C21)C)C(=O)NC2CC=1C=CC(=NC1CC2)N2CC(C(C2)N)(C)CF